[2-[6-(2-ethyl-5-fluoro-4-hydroxy-phenyl)-1H-indazol-3-yl]-3,4,6,7-tetrahydroimidazo[4,5-c]pyridin-5-yl]-[5-(4-methyl-1,4-diazepan-1-yl)pyrazin-2-yl]methanone C(C)C1=C(C=C(C(=C1)O)F)C1=CC=C2C(=NNC2=C1)C1=NC2=C(CN(CC2)C(=O)C2=NC=C(N=C2)N2CCN(CCC2)C)N1